C(C)C(C(=O)NCC1=CC=C(C=C1)C1=NOC(=N1)C(F)(F)F)(CC)C 2-ethyl-2-methyl-N-[[4-[5-(trifluoromethyl)-1,2,4-oxadiazol-3-yl]phenyl]methyl]butanamide